7-(piperidin-4-yl)-5H-pyrido[4,3-b]indole N1CCC(CC1)C=1C=CC=2C3=C(NC2C1)C=CN=C3